C(C)SC([O-])=S ethylsulfanylmethanethioate